FC[C@H]1N2CC(C[C@@H]2CC1)=C (5s,7as)-5-(fluoromethyl)-2-methylenetetrahydro-1H-pyrrolizin